3-(3-fluoro-4-(2-(pyrrolidin-1-yl)ethoxy)phenyl)-1-(5,6,7,8-tetrahydrobenzo[4,5]Thieno[2,3-d]Pyrimidin-4-yl)-1H-1,2,4-triazole-3,5-diamine FC=1C=C(C=CC1OCCN1CCCC1)C1(NN(C(=N1)N)C=1C2=C(N=CN1)SC1=C2CCCC1)N